BrC=1C=NC(=NC1)N1CC(C(CC1)NC(OC(C)(C)C)=O)(F)F tert-Butyl (1-(5-bromopyrimidin-2-yl)-3,3-difluoropiperidin-4-yl)carbamate